4,9-dioxo-4,9-dihydronaphtho[2,3-b]furan-2-carboxamide O=C1C2=CC=CC=C2C(C=2OC(=CC21)C(=O)N)=O